C(C)C=1C(=CC=C2C=C(C=C(C12)C1=C(C=2N=C(N=C(C2C=N1)N1CC2(C(NC(N2)=O)=O)CCC1)OC[C@]12CCCN2C[C@@H](C1)F)F)O)F 7-(7-(8-ethyl-7-fluoro-3-hydroxynaphthalen-1-yl)-8-fluoro-2-(((2r,7as)-2-fluorohexahydro-1H-pyrrolizin-7a-yl)methoxy)pyrido[4,3-d]pyrimidin-4-yl)-1,3,7-triazaspiro[4.5]decane-2,4-dione